COC=1C=C(C=C(C1)OC)N1C(N(C2=C(C1)C=NC1=C2C=CN1)C)=O 3-(3,5-dimethoxyphenyl)-1-methyl-1,3,4,7-tetrahydro-2H-pyrrolo[3',2':5,6]pyrido[4,3-d]pyrimidin-2-one